1-{4-[(chloromethyl)phenyl]methyl}-3,3-dimethyl-2-[5-(1,3,3-trimethyl-1,3-dihydro-2H-indol-2-ylidene)penta-1,3-dien-1-yl]-3H-indolium chloride CC1(C2=CC=CC=C2[N+](=C1/C=C/C=C/C=C\3/C(C4=CC=CC=C4N3CC5=CC=C(C=C5)CCl)(C)C)C)C.[Cl-]